(5-chloro-2-(2H-1,2,3-triazol-2-yl)phenyl)(4-methyl-2-((2-methylbenzo[d]thiazol-6-yl)methyl)pyrazolidin-1-yl)methanone ClC=1C=CC(=C(C1)C(=O)N1N(CC(C1)C)CC1=CC2=C(N=C(S2)C)C=C1)N1N=CC=N1